(1S,2R,5S)-2-Isopropyl-5-methylcyclohexyl (2-((S)-1-(2,3-difluorobenzyl)-5-oxopyrrolidin-2-yl)acetyl)-L-valinate FC1=C(CN2[C@@H](CCC2=O)CC(=O)N[C@@H](C(C)C)C(=O)O[C@@H]2[C@H](CC[C@@H](C2)C)C(C)C)C=CC=C1F